ClC=1C(=C(C=C(C1)Cl)NC(=O)NC1=CC(=CC(=C1)OC)Cl)CO 1-(3,5-dichloro-2-hydroxymethylphenyl)-3-(3-chloro-5-methoxyphenyl)urea